N-(4-(benzyloxy)phenyl)-5-chloro-2-hydroxybenzamide C(C1=CC=CC=C1)OC1=CC=C(C=C1)NC(C1=C(C=CC(=C1)Cl)O)=O